ClC1=C(C(=C(C#N)C(=C1)OC1CC1)C1=C(C=NN1C)C=1C=C2N=C(C=3N(C2=CC1)C=NC3C)NCC3=C(C=C(C=C3)OC)OC)F 4-chloro-6-cyclopropoxy-2-(4-(4-((2,4-dimethoxybenzyl)amino)-3-methylimidazo[1,5-a]quinoxalin-7-yl)-1-methyl-1H-pyrazol-5-yl)-3-fluorobenzonitrile